N1=NC12CCC(CC2)C(=O)O 1,2-diazaspiro[2.5]octane-1-en-6-carboxylic acid